BrC1=C(C=CC=C1)NCC(O)C1=CNC(O1)=O 5-[2-(2-bromophenylamino)-1-hydroxyethyl]-1,3-oxazol-2(3H)-one